(3,4-di-t-butoxyphenyl)diphenyl-sulfonium C(C)(C)(C)OC=1C=C(C=CC1OC(C)(C)C)[S+](C1=CC=CC=C1)C1=CC=CC=C1